((2R,3R,4S,5R)-4-acetoxy-5-(2-amino-8-oxo-7-(2,2,3,3,3-pentafluoropropyl)-7,8-dihydro-9H-purin-9-yl)-3-fluorotetrahydrofuran-2-yl)methylacetat C(C)(=O)O[C@@H]1[C@@H]([C@H](O[C@H]1N1C2=NC(=NC=C2N(C1=O)CC(C(F)(F)F)(F)F)N)COC(C)=O)F